(S)-1-ethyl-3-methyl-4-methylenepiperidine-3-carboxylic acid methyl ester COC(=O)[C@@]1(CN(CCC1=C)CC)C